2-Carboxy-4-dodecanolide C(=O)(O)C1C(=O)OC(C1)CCCCCCCC